6-(4-(oxetan-3-yl)piperazin-1-yl)pyridin-3-amine O1CC(C1)N1CCN(CC1)C1=CC=C(C=N1)N